FC1=C(C=C(C=C1)F)C(=O)N1CCN(CC1)CC(CNC=1C2=CC=CC=C2N=C2CCCCC12)O (2,5-difluorophenyl)(4-(2-hydroxy-3-((1,2,3,4-tetrahydroacridin-9-yl)amino)propyl)piperazin-1-yl)methanone